4-[8-(2-cyanoallylamino)-7-methoxy-2-naphthyl]-N-[(3R)-3-piperidyl]pyrimidine-2-carboxamide C(#N)C(CNC=1C(=CC=C2C=CC(=CC12)C1=NC(=NC=C1)C(=O)N[C@H]1CNCCC1)OC)=C